8-methoxyimidazo[1,5-a]pyridine-5-carboxylic acid COC=1C=2N(C(=CC1)C(=O)O)C=NC2